C(C)(C)(C)C1N(C2(C1)CN(CC2)C2=C1C(=NC=C2C#N)NC=C1)C(=O)OCC1=C(C=CC(=C1)C1=NC=C(C=N1)Br)F (5-(5-Bromopyrimidin-2-yl)-2-fluorophenyl)methanol Tert-butyl-6-(5-cyano-1H-pyrrolo[2,3-B]pyridin-4-yl)-1,6-diazaspiro[3.4]octane-1-carboxylate